3-((tert-butyldiphenylsilyl)oxy)cyclobutane-1-sulfonyl chloride [Si](C1=CC=CC=C1)(C1=CC=CC=C1)(C(C)(C)C)OC1CC(C1)S(=O)(=O)Cl